4,7-bis(2-(5-decylpentadecyl)-4-(thiophene-2-yl)-[1,2,3]triazolo[4,5-c]pyridine-7-yl)benzo[c][1,2,5]thiadiazole C(CCCCCCCCC)C(CCCCN1N=C2C(C(=NC=C2C2=CC=C(C3=NSN=C32)C=3C=2C(C(=NC3)C=3SC=CC3)=NN(N2)CCCCC(CCCCCCCCCC)CCCCCCCCCC)C=2SC=CC2)=N1)CCCCCCCCCC